S1C=NC(=C1)N1CC(=CC(C1)CC(F)(F)F)C(N)=S (1,3-thiazol-4-yl)-5-(2,2,2-trifluoroethyl)-1,2,5,6-tetrahydropyridine-3-carbothioamide